(5Z)-5-[(4-fluoro-3-hydroxyphenyl)methylidene]-3-[(3-hydroxyphenyl)methyl]-1,3-thiazolidine-2,4-dione FC1=C(C=C(C=C1)\C=C/1\C(N(C(S1)=O)CC1=CC(=CC=C1)O)=O)O